N-[(2E)-3-(4-chlorobenzenesulfonyl)prop-2-en-1-yl]-2-oxo-1,2-dihydroquinoline-3-carboxamide ClC1=CC=C(C=C1)S(=O)(=O)/C=C/CNC(=O)C=1C(NC2=CC=CC=C2C1)=O